NCC(CN1N=CN(C1=O)CC=1SC(=CC1)C1=CC(=C(C(=C1)OC)OC)OC)=C(F)F 2-[2-(aminomethyl)-3,3-difluoro-allyl]-4-[[5-(3,4,5-trimethoxyphenyl)-2-thienyl]methyl]-1,2,4-triazol-3-one